NC=1C(=NC(=C(N1)F)C1=CC(=C(C=C1)N1CCOCC1)CN(C)C)C=1C=C2C(=CNC(C2=CC1F)=O)F 6-(3-amino-6-(3-((dimethylamino)methyl)-4-morpholinophenyl)-5-fluoropyrazin-2-yl)-4,7-difluoroisoquinolin-1(2H)-one